C(C)(=O)OC=1C(=C(C=CC1)I)OC(C)=O di(acetoxy)iodobenzene